C(C)OC(\C(=C\C(CC1=CC=C(C=C1)C1=CC=CC=C1)=O)\C)=O (E)-5-([1,1'-biphenyl]-4-yl)-2-methyl-4-oxopent-2-enoic acid ethyl ester